FC(C(=O)O)(F)F.ClC1=C(C(=O)N2COC3=C(C2)C=CC=C3C3=CC(=C(C(=O)O)C=C3F)N3CCOCC3)C(=CC(=C1)O[C@H]1CNCCC1)Cl 4-[3-[2,6-dichloro-4-[(3R)-piperidin-3-yl]oxybenzoyl]-2,4-dihydro-1,3-benzoxazin-8-yl]-5-fluoro-2-morpholin-4-ylbenzoic acid 2,2,2-trifluoroacetate